[5-bromo-2-[5-(difluoromethyl)thiazol-2-yl]-4-methoxy-phenyl]boronic acid BrC=1C(=CC(=C(C1)B(O)O)C=1SC(=CN1)C(F)F)OC